4-(2,5-dichlorothiophen-3-yl)thiazol-2-amine ClC=1SC(=CC1C=1N=C(SC1)N)Cl